3,5-di-tert-butyl-4-hydroxyphenyl phenylpropionate C1(=CC=CC=C1)C(C(=O)OC1=CC(=C(C(=C1)C(C)(C)C)O)C(C)(C)C)C